NC1=CC(=NC(=C1)C(=O)[O-])C(=O)[O-].[Cu+2] copper 4-aminopyridine-2,6-dicarboxylate